1-Tert-butyl 3-[6-chloro-7-fluoro-2-[4-(5-fluoro-3-methoxy-2-pyridyl)piperazine-1-carbonyl]-1H-indol-4-yl]pyrrolidine-1-carboxylate ClC1=CC(=C2C=C(NC2=C1F)C(=O)N1CCN(CC1)C1=NC=C(C=C1OC)F)C1CN(CC1)C(=O)OC(C)(C)C